C1(CC1)C=1N=C(OC1C=O)C(C)(C)O (4-cyclopropyl-2-(2-hydroxypropan-2-yl)oxazol-5-yl)methanone